C(C1=CC=CC=C1)(=O)N1C(N(C=CC1=O)C1C(C(C(O1)C=O)O[Si](C1=CC=CC=C1)(C1=CC=CC=C1)C(C)(C)C)OC)=O 5-(3-benzoyl-2,4-dioxo-pyrimidin-1-yl)-3-[tert-butyl(diphenyl)silyl]oxy-4-methoxy-tetrahydrofuran-2-carbaldehyde